NC1(C(C(CC1)NC=1C=2N(N=CC1C(=NC1=CC=C(C=C1)O[Si](C)(C)C(C)(C)C)N)C=C(C2)C2=CC=CC=C2)(C)C)C 4-[(3-amino-2,2,3-trimethyl-cyclopentyl)amino]-N'-[4-[tert-butyl(dimethyl)silyl]-oxyphenyl]-6-phenyl-pyrrolo[1,2-b]pyridazine-3-carboxamidine